1,5-diethyl-2-methylpyridinium C(C)[N+]1=C(C=CC(=C1)CC)C